C(C(C)C)P(O)(O)=O (iso-butyl)phosphonic acid